2-methoxy-N,N-dimethyl-4-(5-methyl-4-(2-oxo-2,3-dihydrobenzo[d]oxazol-5-ylamino)pyrimidin-2-ylamino)benzamide COC1=C(C(=O)N(C)C)C=CC(=C1)NC1=NC=C(C(=N1)NC=1C=CC2=C(NC(O2)=O)C1)C